CN(C1(CCNCC1)C1=C(C=C(C=C1)B1OC(C(O1)(C)C)(C)C)C(F)(F)F)C N,N-dimethyl-4-(4-(4,4,5,5-tetramethyl-1,3,2-dioxaborolan-2-yl)-2-(trifluoromethyl)phenyl)piperidin-4-amine